BrC1=CC(=NC=C1)N1C[C@@H](N(CC1)C(=O)OC(C)(C)C)C tert-butyl (2S)-4-(4-bromo-2-pyridyl)-2-methyl-piperazine-1-carboxylate